[C@H]1([C@H](O)[C@@H](O)[C@H](O)[C@H](O1)CO)[C@@]([C@@H]([C@H](C=O)O)O)(O)[C@H](O)CO 4-alpha-D-glucopyranosyl-D-glucose